ethyl 4-(3,5-difluorophenyl)-3-methyl-1-phenyl-1H-pyrrole-2-carboxylate FC=1C=C(C=C(C1)F)C=1C(=C(N(C1)C1=CC=CC=C1)C(=O)OCC)C